C(C1=CC=CC=C1)SC=1C=C(C=2N(C1)C(=NC2)C=2SC(=NN2)C(F)F)Cl 2-(6-benzylsulfanyl-8-chloro-imidazo[1,5-a]pyridin-3-yl)-5-(difluoromethyl)-1,3,4-thiadiazole